ClC=1N=C(C2=C(CCN(CC2)C)N1)OC1=NC=2C=CC3=C(C2N=C1)C1=C(S3)C(N[C@@H](CN1)C)=O (R)-3-((2-chloro-7-methyl-6,7,8,9-tetrahydro-5H-pyrimido[4,5-d]azepin-4-yl)oxy)-10-methyl-9,10,11,12-tetrahydro-8H-[1,4]diazepino[5',6':4,5]thieno[3,2-f]quinoxalin-8-one